N-(4-(cyanomethyl)-2,5-difluorophenyl)-1-oxo-1,2-dihydroisoquinoline-4-sulfonamide C(#N)CC1=CC(=C(C=C1F)NS(=O)(=O)C1=CNC(C2=CC=CC=C12)=O)F